O1[C@H](C1)C(C(C(C=C)O)C1=CC=C(C=C1)C)O 1-((R)-oxiran-2-yl)-2-(p-tolyl)pent-4-ene-1,3-diol